CC1=C(C(=C(C=C1)C)Cl)Cl dichloro-p-xylene